4-((4-((4,4-difluoropiperidin-1-yl)methyl)benzyl)thio)-2-(2,6-dioxopiperidin-3-yl)-5-fluoroisoindoline-1,3-dione FC1(CCN(CC1)CC1=CC=C(CSC2=C3C(N(C(C3=CC=C2F)=O)C2C(NC(CC2)=O)=O)=O)C=C1)F